3,5-di-tert-butyl-benzene-1,2-diol C(C)(C)(C)C1=C(C(=CC(=C1)C(C)(C)C)O)O